sodium (S)-3-(3-(1,5-dimethyl-4-oxido-2-oxo-1,2-dihydropyridin-3-yl)ureido)-3-(5-phenyl thiophen-2-yl)propanoate CN1C(C(=C(C(=C1)C)[O-])NC(N[C@@H](CC(=O)[O-])C=1SC(=CC1)C1=CC=CC=C1)=O)=O.[Na+].[Na+]